O1C2=C(NCC1)N=C(C=C2)CCCCCO[C@H]2CN(CC2)[C@H](C(=O)O)C2=C(C(=CC(=C2)C(C)C)F)OC (S)-2-((R)-3-((5-(3,4-dihydro-2H-pyrido[3,2-b][1,4]oxazin-6-yl)pentyl)oxy)pyrrolidin-1-yl)-2-(3-fluoro-5-isopropyl-2-methoxyphenyl)acetic acid